N-(aminomethyl)-N-(carboxymethyl)glycine NCN(CC(=O)O)CC(=O)O